ethylenedisulfonate (ethylenedisulfonate) C(CS(=O)(=O)O)S(=O)(=O)O.C(CS(=O)(=O)O)S(=O)(=O)O